(S)-6-fluoro-2-(5-fluoro-3-hydroxyindol-1-yl)-1H-benzo[d]imidazole-7-carboxylic acid ethyl ester C(C)OC(=O)C1=C(C=CC2=C1NC(=N2)N2C=C(C1=CC(=CC=C21)F)O)F